CNC(=O)C=1C(=C2C(=NC1)NC=C2)NC2CCN(CCC2)C(=O)OC(C)(C)C tert-Butyl 4-((5-(methylcarbamoyl)-1H-pyrrolo[2,3-b]pyridin-4-yl)amino)azepane-1-carboxylate